ClC=1C=NN2C1N(C[C@H](C2)CNC(C=C)=O)C2=CC=C(C=C2)C(F)(F)F (R)-N-((3-chloro-4-(4-(trifluoromethyl)phenyl)-4,5,6,7-tetrahydropyrazolo[1,5-a]pyrimidin-6-yl)methyl)acrylamide